2-(4-tert-butyl-5-chloro-2-methyl-phenyl)-5-(2,5-dimethyl-1,2,4-triazol-3-yl)-1H-1,6-naphthyridin-4-one C(C)(C)(C)C1=CC(=C(C=C1Cl)C=1NC2=CC=NC(=C2C(C1)=O)C=1N(N=C(N1)C)C)C